C(CC)N(C(=O)Cl)CCOC1=C(C=C(C=C1Cl)Cl)Cl propyl-[2-(2,4,6-trichlorophenoxy)ethyl]carbamoyl chloride